tert-Butyl 2,2-dimethyl-4-[5-(6-sulfamoyl-3-pyridyl)pentyl]pyrrolidine-1-carboxylate CC1(N(CC(C1)CCCCCC=1C=NC(=CC1)S(N)(=O)=O)C(=O)OC(C)(C)C)C